(R)-N'-((4-cyano-2,6-diisopropylphenyl)carbamoyl)-4-(methylsulfonyl)benzenesulfonimidamide C(#N)C1=CC(=C(C(=C1)C(C)C)NC(=O)N=[S@](=O)(N)C1=CC=C(C=C1)S(=O)(=O)C)C(C)C